FC1=CC(=C(OC2=C(C(=O)N)C=CC(=C2)C(F)(F)F)C=C1)C([2H])([2H])[2H] 2-(4-fluoro-2-(methyl-d3)phenoxy)-4-(trifluoromethyl)benzamide